cobalt-iron sodium manganate [Mn](=O)(=O)([O-])[O-].[Na+].[Fe+2].[Co+2]